OC1CN2C(OC1)=CC=N2 6-hydroxy-6,7-dihydro-5H-pyrazolo[5,1-b][1,3]oxazine